3,9-bis(2-(3-(3-t-butyl-4-hydroxy-5-methylphenyl)propionyloxy)-1,1-dimethylethyl)-2,4,8,10-tetraoxaspiro(5.5)undecane C(C)(C)(C)C=1C=C(C=C(C1O)C)CCC(=O)OCC(C)(C)C1OCC2(CO1)COC(OC2)C(COC(CCC2=CC(=C(C(=C2)C)O)C(C)(C)C)=O)(C)C